N-octadecenyl-2-ethyl-3-(4-methoxybenzyloxy)-pyridin-4-one C(=CCCCCCCCCCCCCCCCC)N1C(=C(C(C=C1)=O)OCC1=CC=C(C=C1)OC)CC